6-Methyl-pyridine-2-carboxylic acid {3-[5-(4-chloro-phenyl)-[1,3,4]oxadiazol-2-yl]-adamantan-1-yl}-amide ClC1=CC=C(C=C1)C1=NN=C(O1)C12CC3(CC(CC(C1)C3)C2)NC(=O)C2=NC(=CC=C2)C